(±)-N-(2,6-dioxopiperidin-3-yl)-5-(4-(piperidin-4-yl)piperazin-1-yl)pyridinecarboxamide tri-hydrochloride Cl.Cl.Cl.O=C1NC(CC[C@H]1NC(=O)C1=NC=C(C=C1)N1CCN(CC1)C1CCNCC1)=O |r|